2-heptyl-4-(4-trifluoromethylbenzylamino)-7-Methoxychroman C(CCCCCC)C1OC2=CC(=CC=C2C(C1)NCC1=CC=C(C=C1)C(F)(F)F)OC